C(C)(C)(C)OC(=O)C(CNC(C(=C)C)=O)N N-(t-butoxycarbonyl-aminoethyl)methacrylamide